3,5-bis(3,4,5-trimethoxy-phenyl)pyridin-2-amine COC=1C=C(C=C(C1OC)OC)C=1C(=NC=C(C1)C1=CC(=C(C(=C1)OC)OC)OC)N